COC(=O)C=1C=C2NC(C(NC2=C(C1)Br)C)=O 8-bromo-2-methyl-3-oxo-1,2,3,4-tetrahydroquinoxaline-6-carboxylic acid methyl ester